C(=O)O.NCCOCCNC(C1=C(C=C(C=C1)NC=1C=2N(C=CN1)C(=CN2)C=2C(=NN(C2)CCOC)C(F)(F)F)CC)=O N-[2-(2-aminoethoxy)ethyl]-2-ethyl-4-[[3-[1-(2-methoxyethyl)-3-(trifluoromethyl)pyrazol-4-yl]imidazo[1,2-a]pyrazin-8-yl]amino]benzamide formate